FC=1C=C(C=C(C1)F)C1C(=NNC1)C(=O)N1CC(C1)OC1=CC(=NC=C1F)C1=C(C=NN1C)C (4-(3,5-difluorophenyl)-4,5-dihydro-1H-pyrazol-3-yl)(3-((2-(1,4-dimethyl-1H-pyrazol-5-yl)-5-fluoropyridin-4-yl)oxy)azetidin-1-yl)methanone